2-chlorosulfonyl-8-fluoro-5-methoxyl-[1,2,4]triazolo[1,5-c]pyrimidine ClS(=O)(=O)C1=NN2C(=NC=C(C2=N1)F)OC